C(C)(C)[Si](OC=1C=CC=C(N)C1)(C(C)C)C(C)C 5-(triisopropylsilyl)oxyaniline